tert-butyl 4-bromo-2-fluoro-3-methoxy-benzoate BrC1=C(C(=C(C(=O)OC(C)(C)C)C=C1)F)OC